6,10,14-trimethylpentadeca-4,5,13-trien-2-one CC(=C=CCC(C)=O)CCCC(CCC=C(C)C)C